2-(4-cyclopropyl-6-methoxypyrimidin-5-yl)-5H-pteridine-6,7-dione C1(CC1)C1=NC=NC(=C1C1=NC=2NC(C(NC2C=N1)=O)=O)OC